8-chloro-2-(ethoxycarbonyl)-6-(2-fluorophenyl)-4H-benzo[f]pyrazolo[1,5-a][1,4]diazepine 5-oxide ClC=1C=CC2=C(C(=[N+](CC=3N2N=C(C3)C(=O)OCC)[O-])C3=C(C=CC=C3)F)C1